C(CC=CCC)OC(C)=O acetic acid (E) and (Z)-3-hexenyl ester